C1=CC=CC=2C3=CC=CC=C3N(C12)C1=CC=C(C=C1)C1=C(C(=C(C(=C1C1=CC=C(C=C1)N1C2=CC=CC=C2C=2C=CC=CC12)C1=CC=C(C=C1)N1C2=CC=CC=C2C=2C=CC=CC12)C#N)C=1SC2=C(N1)C=CC=C2)C2=CC(=NC(=C2)C2=CC=CC=C2)C2=CC=CC=C2 6'-(4-(9H-carbazol-9-yl)phenyl)-4'-(benzo[d]thiazol-2-yl)-4,4''-di(9H-carbazol-9-yl)-5'-(2,6-diphenylpyridin-4-yl)-[1,1':2',1''-terphenyl]-3'-carbonitrile